CC=1N=C(NC1C)C1=NC=CC(=C1)C=1C=NC=C(C1)C(=O)N(C)CCCO 2'-(4,5-Dimethyl-1H-imidazol-2-yl)-N-(3-hydroxypropyl)-N-methyl-3,4'-bipyridin-5-carboxamid